rac-tert-butyl 6-((3R,4R)-3,4-dimethylpyrrolidin-1-yl)quinoline-4-carboxylate C[C@H]1CN(C[C@@H]1C)C=1C=C2C(=CC=NC2=CC1)C(=O)OC(C)(C)C |r|